CC(CCS(=O)(=O)O)C(C)C 3,4-dimethylpentane-1-sulfonic acid